1-iodo-2,5-pyrrolidinedione IN1C(CCC1=O)=O